(((prop-2-yn-1-yloxy)methanethioyl)amino)amine C(C#C)OC(=S)NN